C(C)(C)(C)OC(=O)N1CC(NCC1)C=O 3-formylpiperazine-1-carboxylic acid tert-butyl ester